N1C=C(C2=CC=CC=C12)CCC(=O)O 3-(1H-indol-3-yl)-propionic acid